3-(2-[Imidazolo[1,2-a]pyridin-2-yl]ethynyl)-1-[(3S,5R)-5-(methoxymethyl)-1-(prop-2-enoyl)pyrrolidin-3-yl]-5-(methylamino)pyrazole-4-carboxamide N=1C(=CN2C1C=CC=C2)C#CC2=NN(C(=C2C(=O)N)NC)[C@@H]2CN([C@H](C2)COC)C(C=C)=O